N(=[N+]=[N-])C1=NC=2N=C(NC(C2N1)=O)N 8-azidoguanine